C1=CC=CC2=NC3=CC=CC=C3C(=C12)CCCCCCCCCCCCCCCCC=1C2=CC=CC=C2N=C2C=CC=CC12 1,16-bis(9-acridinyl)hexadecane